N,N,N',N'-Tetramethyl-O-(1H-benzotriazol-1-yl)uronium hexafluorophosphate F[P-](F)(F)(F)(F)F.C[N+](=C(ON1N=NC2=C1C=CC=C2)N(C)C)C